CN1N=NC(=C1C=1C=C2C(=NC1)C1=C(N2C(C2CCOCC2)C2=NC=C(C=C2)F)C(=C(S1)C(C)(C)O)F)C 2-(6-(1,4-dimethyl-1H-1,2,3-triazol-5-yl)-3-fluoro-4-((5-fluoropyridin-2-yl)(tetrahydro-2H-pyran-4-yl)methyl)-4H-thieno[2',3':4,5]-pyrrolo[3,2-b]pyridin-2-yl)propan-2-ol